BrCC1(CC1)CBr 1,1-bis-(bromomethyl)cyclopropane